C1(=CCCC1)C=1C=2C(C(=NN1)N[C@H](C)C1=C(C(=CC=C1)C(F)F)F)=CN(C(C2)=O)C2(CC2)C (R)-1-(cyclopent-1-en-1-yl)-4-((1-(3-(Difluoromethyl)-2-fluorophenyl)ethyl)amino)-6-(1-methylcyclopropyl)pyrido[3,4-d]pyridazin-7(6H)-one